tert-butyl (4-((4-(4-(3-cyano-4-methoxypyrazolo[1,5-a]pyridin-6-yl)-1H-pyrazol-1-yl)piperidin-1-yl)methyl)phenyl)(methyl)carbamate C(#N)C=1C=NN2C1C(=CC(=C2)C=2C=NN(C2)C2CCN(CC2)CC2=CC=C(C=C2)N(C(OC(C)(C)C)=O)C)OC